2,6-Diethyl-3,5-dimethyl-pyrazin C(C)C1=NC(=C(N=C1C)C)CC